C(C)(C)(C)C=1C=CC(=C(C1)S(=O)(=O)NC(=O)C1=CC2=CC=CC(=C2C=C1)C1=NN(C=C1)C)OC N-((5-(tert-butyl)-2-methoxyphenyl)sulfonyl)-5-(1-methyl-1H-pyrazol-3-yl)-2-naphthamide